C(C1CO1)OCC1=C(C=C)C(=CC=C1)COCC1CO1 2,6-di(glycidoxymethyl)styrene